BrC1=CC=C2C(=CC(=NC2=C1F)C1=C(C=CC=C1)F)OC 7-bromo-8-fluoro-2-(2-fluorophenyl)-4-methoxyquinoline